N1(CCC=2C1=NC=CC2)C(=O)C2=C(C=C(C=C2)C2=CC=CN1C2=NC(=CC1=O)C(F)(F)F)F 9-(4-(2,3-dihydro-1H-pyrrolo[2,3-b]pyridin-1-ylcarbonyl)-3-fluorophenyl)-2-(trifluoromethyl)-4H-pyrido[1,2-a]pyrimidin-4-one